ClC1=C(C=C(C=C1)SCCOCCN)COC1(CC1)C=1C=NC=CC1C1=C(C=CC=C1)OC1CC1 2-(2-[[4-chloro-3-([1-[4-(2-cyclopropoxyphenyl)pyridin-3-yl]cyclopropoxy]methyl)phenyl]sulfanyl]ethoxy)ethan-1-amine